ClC1=CNC=2C1=NC(=CC2CNC2(CC2)C)C(=O)O 3-chloro-7-(((1-methylcyclopropyl)amino)methyl)-1H-pyrrolo[3,2-b]pyridine-5-carboxylic acid